1-(3-fluoro-4-(5-(trifluoromethyl)-1,2,4-oxadiazol-3-yl)phenyl)-2-isopropoxyethan-1-one FC=1C=C(C=CC1C1=NOC(=N1)C(F)(F)F)C(COC(C)C)=O